Magnesium tellurid [Te-2].[Mg+2]